2-((2-ethyl-6-(2-(pyrrolidine-1-carbonyl)pyrimidin-5-yl)imidazo[1,2-a]pyridin-3-yl)(methyl)amino)-4-(4-fluorophenyl)thiazole-5-carbonitrile hydrochloride Cl.C(C)C=1N=C2N(C=C(C=C2)C=2C=NC(=NC2)C(=O)N2CCCC2)C1N(C=1SC(=C(N1)C1=CC=C(C=C1)F)C#N)C